(((((1R,2S,5R)-2-carbamoyl-7-oxo-1,6-diazabicyclo[3.2.1]oct-6-yl) oxy) sulfonyl) oxy)-2,2-dimethylpropylbenzoate C(N)(=O)[C@H]1N2C(N([C@H](CC1)C2)OS(=O)(=O)OC=2C(=C(C(=O)[O-])C=CC2)CC(C)(C)C)=O